FC(C(C(F)(F)F)OC(=O)N1CCC(CC1)(C)N(C(O)=O)CC1=C(C=C(C=C1)C(F)(F)F)N1CCOCC1)(F)F (1-(((1,1,1,3,3,3-Hexafluoropropan-2-yl)oxy)carbonyl)-4-methylpiperidin-4-yl)(2-morpholino-4-(trifluoromethyl)benzyl)carbamic acid